N-(4-(2,5-difluorophenyl)-6-(5,5-difluorotetrahydro-2H-pyran-2-yl)pyrimidin-5-yl)-3-methoxyisoxazole-5-carboxamide FC1=C(C=C(C=C1)F)C1=NC=NC(=C1NC(=O)C1=CC(=NO1)OC)C1OCC(CC1)(F)F